OC1=C(C=CC=C1)C1=C(C=CC=C1)O 2,2'-Dihydroxybiphenyl